1,4-bis(hexadecylphosphino)butane C(CCCCCCCCCCCCCCC)PCCCCPCCCCCCCCCCCCCCCC